3-[4-(Cyclopentylamino)-2-{[2-methoxy-4-(4-methylpiperazin-1-yl)phenyl]amino}pyrimidin-5-yl]acrylonitrile C1(CCCC1)NC1=NC(=NC=C1C=CC#N)NC1=C(C=C(C=C1)N1CCN(CC1)C)OC